CN1C(=NN=C1)C1(CC2(C1)OCCC2)C=2C=C(C=CC2)N2C(C1=CC(=CC(=C1C2)C(F)(F)F)CNC2(CCC2)C)=O 2-(3-((2s,4r)-2-(4-methyl-4H-1,2,4-triazol-3-yl)-5-oxaspiro[3.4]oct-2-yl)phenyl)-6-(((1-methylcyclobutyl)amino)methyl)-4-(trifluoromethyl)isoindolin-1-one